3-[[5-[3-(Difluoromethoxy)-4-fluoro-phenyl]-2-(difluoromethyl)-3-pyridyl]methyl]oxazolidin-2-one FC(OC=1C=C(C=CC1F)C=1C=C(C(=NC1)C(F)F)CN1C(OCC1)=O)F